OCC1OCC(C(C1O)O)OCC (hydroxymethyl)-5-ethoxytetrahydro-2H-pyran-3,4-diol